4-(N-(3-bromo-4-fluorophenyl)-N'-hydroxycarbamimidoyl)-1,2,5-oxadiazole BrC=1C=C(C=CC1F)NC(=NO)C=1C=NON1